C1(=CC=CC=C1)S(=O)(=O)O.N[C@@H](C(=O)N[C@@H](C(=O)N)CC(C)C)CC1=CC=CC=C1 (2R)-2-[[(2R)-2-amino-3-phenyl-propionyl]amino]-4-methyl-pentanoamide benzenesulfonate